2-chloro-4-fluoro-5-sulfamoyl-benzoic acid ClC1=C(C(=O)O)C=C(C(=C1)F)S(N)(=O)=O